Trans-(1S,2R)-1-(2-chlorophenyl)-N1-methyl-N2-(3-(4-methylpiperazin-1-yl)-propyl)cyclohexane-1,2-diamine tetrahydrochloride Cl.Cl.Cl.Cl.ClC1=C(C=CC=C1)[C@@]1([C@@H](CCCC1)NCCCN1CCN(CC1)C)NC